C(CCCCCCC(=O)OCCCCCCC(C)C)(=O)OCCCCCCC(C)C Diisononyl OctaneDiate